C(=O)C1CCC(CC1)C=1OC2=C(N1)C=C(C(=C2)NC(=O)C2=NC=CN=C2)OC N-(2-((1r,4r)-4-formylcyclohexyl)-5-methoxybenzo[d]oxazol-6-yl)pyrazine-2-carboxamide